CC(CCOC(=O)C1C2C=CC(C1)C2=O)C 5-(3-methylbutoxycarbonyl)-7-oxo-bicyclo[2.2.1]Hept-2-ene